guanidinopropionic acid C(CN=C(N)N)C(=O)O